2-(methylsulfonyl)ethan-1-ol niobium [Nb].CS(=O)(=O)CCO